5-fluoro-6-(2-oxo-2,3-dihydro-1H-pyrrolo[2,3-b]pyridin-5-yl)pyridine-2-carboxylic acid FC=1C=CC(=NC1C=1C=C2C(=NC1)NC(C2)=O)C(=O)O